COC([C@@H](NC(CCC1=CC=CC=C1)=O)C)=O |r| (3-Phenylpropionyl)-DL-alanine methyl ester